(S)-1-(5-((6-amino-2-chloropyridin-3-yl)thio)pyrazin-2-yl)-4'H,6'H-spiro[piperidine-4,5'-pyrrolo[1,2-b]pyrazol]-4'-amine NC1=CC=C(C(=N1)Cl)SC=1N=CC(=NC1)N1CCC2([C@@H](C=3N(N=CC3)C2)N)CC1